P(O)(=O)(OP(=O)(O)OP(=O)(O)O)OC[C@@H]1[C@H](C[C@@](O1)(N1C(=O)N=C(N)C=C1)F)O fluoro-2'-deoxycytidine 5'-triphosphate